CN1CCN(CC1)CCNC(O)=O (2-(4-methylpiperazin-1-yl)ethyl)carbamic acid